3,3'-(1,1,3,3-tetrapropoxydisiloxane-1,3-diyl)bis(N,N-Diethylpropan-1-amine) C(CC)O[Si](O[Si](OCCC)(OCCC)CCCN(CC)CC)(OCCC)CCCN(CC)CC